[Na+].NC(C(=O)[O-])CCCC.[Na+].NC(C(=O)[O-])CCCC sodium aminocaproate, sodium salt